CC1=NC=C2N1C=C(C=C2)C2=NC(=NC(=N2)N)NC(C)(C2=NC=CC=C2)C 6-(3-methylimidazo[1,5-a]pyridin-6-yl)-N4-[1-methyl-1-(2-pyridinyl)ethyl]-1,3,5-triazine-2,4-diamine